O[C@H]1[C@@H](OC[C@@]1(CO)O)OC[C@H]1O[C@H]([C@@H]([C@H]([C@@H]1O)O)O)OCCC1=CC=C(C=C1)O (2R,3S,4S,5R,6R)-2-[[(2R,3R,4R)-3,4-dihydroxy-4-(hydroxymethyl)oxolan-2-yl]oxymethyl]-6-[2-(4-hydroxyphenyl)ethoxy]oxane-3,4,5-triol